N,1-Dimethylpyrrolo[2,3-b]pyridin-6-amine CNC1=CC=C2C(=N1)N(C=C2)C